COC([C@@H]([C@H](CC1=C(C=CC=C1)Cl)O)O)=O (2R,3S)-methyl-4-(2-chlorophenyl)-2,3-dihydroxybutanoate